4-(1-methyloctyl)benzenesulfonic acid CC(CCCCCCC)C1=CC=C(C=C1)S(=O)(=O)O